O.[Na+].[Na+].C([C@@H](C(=O)[O-])N)SSC[C@@H](C(=O)[O-])N cystine disodium salt monohydrate